C1NCC12CCN(CC2)C(=O)N 2,7-diazaspiro[3.5]nonane-7-carboxamide